[O-]S(=O)(=O)C(F)(F)F.N1(C=NC=C1)S(=O)(=O)[N+]1=CN(C=C1)C 3-((1H-imidazol-1-yl)sulfonyl)-1-methyl-1H-imidazol-3-ium triflate